N-(3-chloro-5-(methylsulfonyl)phenyl)-1-(5-(4-methyl-3-oxopiperazin-1-yl)-3-(pyridin-3-ylmethoxy)pyridin-2-yl)-1H-pyrazole-4-carboxamide ClC=1C=C(C=C(C1)S(=O)(=O)C)NC(=O)C=1C=NN(C1)C1=NC=C(C=C1OCC=1C=NC=CC1)N1CC(N(CC1)C)=O